C(C)(C)(C)OC(=O)N1C=C(C2=CC=CC=C12)C1=NC=2N(C(=C1)N[C@@H]1CN(CCC1)C(=O)OC(C)(C)C)N=CC2CC (S)-3-(7-((1-(tert-butoxycarbonyl)piperidin-3-yl)amino)-3-ethylpyrazolo[1,5-a]pyrimidin-5-yl)-1H-indole-1-carboxylic acid tert-butyl ester